N-(1,3-benzoxazol-2-yl)-2-(methoxymethyl)-6-({[2-(trifluoromethyl)phenyl]carbonyl}amino)-1H-benzimidazole-4-carboxamide O1C(=NC2=C1C=CC=C2)NC(=O)C2=CC(=CC=1NC(=NC12)COC)NC(=O)C1=C(C=CC=C1)C(F)(F)F